C[Si](Br)(C)C trimethyl-bromosilicon